methyl 5-methyl-1,2-oxazole-3-carboxylate CC1=CC(=NO1)C(=O)OC